4,4,5,5-tetramethyl-2-(2-methyl-4-(trifluoromethyl)phenyl)-1,3,2-dioxaborolane CC1(OB(OC1(C)C)C1=C(C=C(C=C1)C(F)(F)F)C)C